CN([C@@H]([C@H](O)C)C(=O)[O-])C N,N-dimethyl-L-threoninate